trans-1-methyl-4-(1-propenyl)benzene CC1=CC=C(C=C1)\C=C\C